4-((S)-1-((S)-1-(((R)-4-(3,5-difluorophenyl)-5,6-dihydro-4H-pyrrolo[1,2-b]pyrazol-2-yl)amino)-1-oxopropan-2-yl)-4,4-difluoropiperidin-3-yl)pyridine 1-oxide FC=1C=C(C=C(C1)F)[C@H]1CCN2N=C(C=C21)NC([C@H](C)N2C[C@@H](C(CC2)(F)F)C2=CC=[N+](C=C2)[O-])=O